F[C@@H]1C[C@H]2[C@H](CCC3=C(O2)C(=C(C=C3)C(=O)O)F)[C@H]1\C=C\C(C(C)(C1=CC=CC=C1)C)O (1R,2R,3aS,10aR)-2,5-difluoro-1-[(1E,3ξ)-3-hydroxy-4-methyl-4-phenyl-1-pentenyl]-2,3,3a,9,10,10a-hexahydro-1H-benzo[b]cyclopenta[f]oxepin-6-carboxylic acid